C(CCCCCCC)(=O)OCCC(C)C isoamyl caprylate